5,5'-diamino-4,4'-diamino-3,3'-bi-1,2,4-triazole NC=1N(C(=NN1)C1=NN=C(N1N)N)N